2'-chloro-5'-methoxy-6-methyl-N-(5-{2-oxa-7-azaspiro[3.5]nonan-7-yl}-[1,3]thiazolo[5,4-d]pyrimidin-2-yl)-[4,4'-bipyridine]-3-carboxamide ClC1=NC=C(C(=C1)C1=C(C=NC(=C1)C)C(=O)NC=1SC=2N=C(N=CC2N1)N1CCC2(COC2)CC1)OC